(4-isopropylpiperazin-1-yl)-[3-[[4-[[2-(6-methyl-2-pyridyl)pyrimidin-4-yl]amino]pyrimidin-2-yl]amino]phenyl]methanone C(C)(C)N1CCN(CC1)C(=O)C1=CC(=CC=C1)NC1=NC=CC(=N1)NC1=NC(=NC=C1)C1=NC(=CC=C1)C